7-(3-chlorobenzyl)-4-(4-methoxybenzyl)-6,7,8,9-tetrahydroimidazo[1,2-a]pyrido[3,4-e]pyrimidin-5(4H)-one ClC=1C=C(CN2CC=3C(N(C=4N(C3CC2)C=CN4)CC4=CC=C(C=C4)OC)=O)C=CC1